1,1-bis(hydroxymethyl)cyclopropane OCC1(CC1)CO